tert-butyl (3R)-4-(2-(3-cyano-4-fluorophenyl)-2-hydroxyethyl)-3-(hydroxymethyl)piperazine-1-carboxylate C(#N)C=1C=C(C=CC1F)C(CN1[C@H](CN(CC1)C(=O)OC(C)(C)C)CO)O